The molecule is a peptide anion that is the conjugate base of N(alpha)-(L-gamma-glutamyl)-hercynyl-L-selenocysteine and major species at pH 7.3. It derives from a N(alpha),N(alpha),N(alpha)-trimethyl-L-histidine. It is a conjugate base of a N(alpha)-(L-gamma-glutamyl)-hercynyl-L-selenocysteine. C[N+](C)(C)[C@@H](CC1=CN=C(N1)[Se]C[C@@H](C(=O)[O-])NC(=O)CC[C@@H](C(=O)[O-])[NH3+])C(=O)[O-]